C(C(C)C)(=O)N1CCN(CC1)C1=C2C=CC(=NC2=CC(=C1)S(NC1(CC1)C)(=O)=O)NC(=O)C12CC2C1 N-(5-(4-isobutyrylpiperazin-1-yl)-7-(N-(1-methylcyclopropyl)sulfamoyl)quinolin-2-yl)bicyclo[1.1.0]butane-1-carboxamide